NC1=CC(=C(C=C1)C1=NN(C(=C1C(=O)N)NC1=NC=CN=C1)COCC[Si](C)(C)C)O[C@H](C)C1=CC=C(C=C1)F 3-{4-amino-2-[(1R)-1-(4-fluorophenyl)ethoxy]phenyl}-5-[(pyrazin-2-yl)amino]-1-{[2-(trimethylsilyl)ethoxy]methyl}-1H-pyrazole-4-carboxamide